C1(CCCCC1)(C(=O)[O-])C(=O)[O-].[Na+].C(C)(=O)O[C@@]1([C@@H](O[C@@H]([C@]1(O)Br)C(O)OC(CC)=O)N1C=NC=2C(N)=NC=NC12)O.[Na+] 2'-acetoxy-3'-bromo-5'-propionyloxyadenosine sodium cyclohexanedicarboxylate salt